FC1=C(C=C(C=C1)NC1=NC=C(C(=N1)N1C=C(C=C1)C(=O)NC(CO)C1=CC=CC=C1)C)OC 1-(2-((4-fluoro-3-methoxy-phenyl)amino)-5-methyl-pyrimidin-4-yl)-N-(2-hydroxy-1-phenylethyl)-1H-pyrrole-3-carboxamide